3-(4-amino-2-((3-fluoropyridin-2-yl)methyl)-7-(pyrimidin-4-yl)-2H-pyrazolo[4,3-c]pyridin-6-yl)benzonitrile NC1=NC(=C(C=2C1=CN(N2)CC2=NC=CC=C2F)C2=NC=NC=C2)C=2C=C(C#N)C=CC2